2-methyl-6-methylaminopurine CC1=NC(=C2NC=NC2=N1)NC